C1(CC1)OC1=CC(=NC(=N1)C(C)(F)F)NC1=CC(=NC=C1C1=NN(N=C1)CCOC)NC(C)=O N-(4-((6-cyclopropoxy-2-(1,1-difluoroethyl)pyrimidin-4-yl)amino)-5-(2-(2-methoxyethyl)-2H-1,2,3-triazol-4-yl)pyridin-2-yl)acetamide